C(C)(=O)C=1C(=NC(=CC1)N1C=NC2=C1C=CC(=C2)NC=2N=NC(=CC2)C)N2N=C(C=C2)C#N 1-[3-acetyl-6-[5-[(6-methylpyridazin-3-yl)amino]benzimidazol-1-yl]-2-pyridinyl]pyrazole-3-carbonitrile